di-(p-iodophenyl)methylene(cyclopentadienyl)(2,3,6,7-tetra-tert-butylfluorenyl)zirconium dichloride [Cl-].[Cl-].IC1=CC=C(C=C1)C(=[Zr+2](C1=C(C(=CC=2C3=CC(=C(C=C3CC12)C(C)(C)C)C(C)(C)C)C(C)(C)C)C(C)(C)C)C1C=CC=C1)C1=CC=C(C=C1)I